N-[2-(2,3-dihydroxyphenyl)ethyl]-gamma-methyl-1,2-dithiolane-3-pentanamide OC1=C(C=CC=C1O)CCNC(CCC(CC1SSCC1)C)=O